C1=CC=CC2=C(C3=CC4=CC=CC=C4C=C3C=C12)C1=CC=C(C(=O)O)C=C1 4-(tetracen-5-yl)benzoic acid